NC1=NC=2C=C(C=CC2C2=C1N=C(N2OCCCCN)CCCC)P(C)(C)=O (4-amino-1-(4-aminobutoxy)-2-butyl-1H-imidazo[4,5-c]quinolin-7-yl)dimethylphosphine oxide